FC=1C(=CC=C2C(=NC(=NC12)OC[C@H]1N(CCC1)C)N1C[C@H]2CC[C@@H](C1)N2C(=O)C2CCC(N2)=O)C2=CC(=CC1=CC=CC=C21)O 5-((1R,5S)-3-(8-fluoro-7-(3-hydroxynaphthalen-1-yl)-2-(((S)-1-methylpyrrolidin-2-yl)methoxy)quinazolin-4-yl)-3,8-diazabicyclo[3.2.1]octane-8-carbonyl)pyrrolidin-2-one